6-fluoro-4-nitro-2,3-dihydro-1H-inden-5-yl trifluoromethanesulfonate FC(S(=O)(=O)OC=1C(=C2CCCC2=CC1F)[N+](=O)[O-])(F)F